CN(S(=O)(=O)CCCCN1C(=NC=2C(=NC=3C=CC=CC3C21)N)COCC)C N,N-dimethyl-4-(4-amino-2-ethoxymethyl-1H-imidazo[4,5-c]quinolin-1-yl)butane-1-sulfonamide